(R)-1-(3-(6-chloro-7-fluoro-3-(1H-imidazol-1-yl)-5-methoxy-1-methyl-1H-indol-2-yl)-1H-1,2,4-triazol-5-yl)-N,N-dimethylethan-1-amine ClC1=C(C=C2C(=C(N(C2=C1F)C)C1=NNC(=N1)[C@@H](C)N(C)C)N1C=NC=C1)OC